NC1(CC(CC1)C)C(=O)O 1-AMINO-3-METHYLCYCLOPENTANECARBOXYLIC ACID